(phosphonium) bromide [Br-].[PH4+]